N1(CCCCCC1)CCC(=O)OCCCC butyl hexahydro-1H-azepine-1-propanoate